ClC1=C(N(C2=CC=C(C=C12)O)CC1=CC=C(C=C1)CCNCC)C1=CC=C(C=C1)OC 3-chloro-1-(4-(2-(ethylamino)ethyl)benzyl)-2-(4-methoxyphenyl)-1H-indol-5-ol